4-phenylbutyric acid anion C1(=CC=CC=C1)CCCC(=O)[O-]